C(C)C1(NC(N(C(C1)=O)C[C@@H]1[C@H](C1)C(N[C@H]1[C@@H](CC2=CC=CC=C12)O)=O)=[NH2+])CC [4,4-diethyl-1-[[(1S,2S)-2-[[(1R,2R)-2-hydroxyindan-1-yl]carbamoyl]cyclopropyl]methyl]-6-oxo-hexahydropyrimidin-2-ylidene]ammonium